sodium 4,6-dihydroxy-2-pyrimidothioate OC1=NC(=NC(=C1)O)C([O-])=S.[Na+]